7-bromo-1H-isochromen-1-one BrC1=CC=C2C=COC(C2=C1)=O